[Au].NC(=O)N UreA gold